C1(CC1)NC(=O)C=1C=C(C(=C(C1)C1=NC=C(C(=O)NCC2=C(C=CC=C2)F)C=C1)C)F 6-{5-[(cyclopropylamino)carbonyl]-3-fluoro-2-methylphenyl}-N-(2-fluorobenzyl)nicotinamide